ethyl 5-methyl-1,3,4-thiadiazole-2-carboxylate CC1=NN=C(S1)C(=O)OCC